C(#N)C1=NC=C(C=N1)NC(=O)[C@H]1CC[C@H]2[C@@H]3CC[C@@H]4C[C@@](CC[C@@H]4[C@H]3CC[C@]12C)(O)COCC (3R,5R,8R,9R,10S,13S,14S,17S)-N-(2-cyanopyrimidin-5-yl)-3-(ethoxymethyl)-3-hydroxy-13-methylhexadecahydro-1H-cyclopenta[a]phenanthrene-17-carboxamide